O=C1NC2=CC=CC=C2CN1C1CCN(CC1)C(=O)NC1C(N(C2=C(CC1)C=CC=C2)C(C)C)=O 4-(1,4-dihydro-2-oxo-3(2H)-quinazolinyl)-N-[2,3,4,5-tetrahydro-1-(1-methylethyl)-2-oxo-1H-1-benzazepin-3-yl]-1-piperidinecarboxamide